3-bromo-1-(2-aminomethyl-ethan-2-yl)-[1,2,4]triazole BrC1=NN(C=N1)C(C)CN